ClC1=CC2=C(N(C(C(N=C2C2=CC=CC=C2)C2CC2)=O)CC(=O)O)C=C1 2-(7-chloro-3-cyclopropyl-2-oxo-5-phenyl-2,3-dihydro-1H-benzo[e][1,4]diazepin-1-yl)acetic acid